BrCC=1C(=C(C=CC1)F)OC (bromomethyl)-1-fluoro-2-methoxybenzene